7-(8-CHLORO-4,5-DIHYDROPYRAZOLO[5,1-D][1,5]BENZOXAZEPIN-10-YL)-N-[(2,4-DIMETHOXYPHENYL)METHYL]CINNOLIN-4-AMINE ClC1=CC2=C(N3C(CCO2)=CC=N3)C(=C1)C1=CC=C3C(=CN=NC3=C1)NCC1=C(C=C(C=C1)OC)OC